CC1=CC=CC(=N1)C=1C=C(C=2OCCNC2N1)NC1=C(C=NC=C1)C(=O)OC methyl 4-{[6-(6-methylpyridin-2-yl)-2H,3H,4H-pyrido[3,2-b]-[1,4]oxazin-8-yl]amino}pyridine-3-carboxylate